cyanoethoxy N,N-diisopropylphosphoramidite C(C)(C)N(P(OOCCC#N)[O-])C(C)C